BrC=1C(C(=C(C(C1Br)([N+](=O)[O-])C)Br)Br)=O 2,3,5,6-tetrabromo-4-methyl-4-nitro-2,5-cyclohexadien-1-one